2-((4-Amino-3-(3-hydroxypropyl)-1H-pyrazolo[3,4-d]pyrimidin-1-yl)methyl)-3-phenyl-4H-chromene NC1=C2C(=NC=N1)N(N=C2CCCO)CC=2OC1=CC=CC=C1CC2C2=CC=CC=C2